copper bipyrimidine N1=C(N=CC=C1)C1=NC=CC=N1.[Cu]